N-[5-(1-aminoethyl)-1-pyrimidin-2-yl-1,2,4-triazol-3-yl]-N-methyl-carbamic acid tert-butyl ester C(C)(C)(C)OC(N(C)C1=NN(C(=N1)C(C)N)C1=NC=CC=N1)=O